CC1(OB(OC1(C)C)C=C1CCC2(CN(C2)C(=O)N2C[C@@H]3[C@@H](OCC(N3)=O)CC2)CC1)C (4aR,8aS)-6-(7-((4,4,5,5-tetramethyl-1,3,2-dioxaborolan-2-yl)methylene)-2-azaspiro[3.5]nonane-2-carbonyl)hexahydro-2H-pyrido[4,3-b][1,4]oxazin-3(4H)-one